ethyl 1-(cyclopropylmethyl)-6-(4-methoxypiperidin-1-yl)-1H-indole-2-carboxylate C1(CC1)CN1C(=CC2=CC=C(C=C12)N1CCC(CC1)OC)C(=O)OCC